2-((1-(1-Methoxypropan-2-yl)-3-(oxetan-3-yloxy)-1H-pyrazol-4-yl)amino)-7-((3R,4R)-4-methyltetrahydrofuran-3-yl)-7H-pyrrolo[2,3-d]pyrimidine-6-carbonitrile COCC(C)N1N=C(C(=C1)NC=1N=CC2=C(N1)N(C(=C2)C#N)[C@H]2COC[C@@H]2C)OC2COC2